O1CCC2C1CN(C2)C2=CC1=C(CC(O1)(C)C)C=C2NC(=O)C=2C=NN1C2N=CC=C1 N-(6-(Hexahydro-5H-furo[2,3-c]pyrrol-5-yl)-2,2-dimethyl-2,3-dihydrobenzo-furan-5-yl)pyrazolo[1,5-a]pyrimidine-3-carboxamide